FC=1C=C2C=3C(=NNC(C3C1)=O)C(C(N2)C2=CC=C(C=C2)F)N2C(N(CC2=O)C2CC2)=S 5-fluoro-8-(4-fluorophenyl)-9-(3-cyclopropyl-5-oxo-2-thioxoimidazolin-1-yl)-8,9-dihydro-2H-pyrido[4,3,2-de]phthalazin-3(7H)-one